(S)-7-methoxy-6-(1-(1-methyl-1H-1,2,3-triazol-5-yl)ethoxy)-4-(1-methyl-3-phenyl-1H-pyrazol-4-yl)pyrido[3,2-d]pyrimidine COC1=CC=2N=CN=C(C2N=C1O[C@@H](C)C1=CN=NN1C)C=1C(=NN(C1)C)C1=CC=CC=C1